FC(C1=CC=C(C=C1)S(=O)(=O)N1CCC(CC1)NC(C=C)=O)(F)F N-[1-[4-(trifluoromethyl)phenyl]sulfonyl-4-piperidyl]prop-2-enamide